tert-butyl 3-(4-(8-bromo-3-(methoxycarbonyl)-6,7-dihydro-5H-benzo[7]annulen-9-yl)benzylidene)azetidine-1-carboxylate BrC=1CCCC2=C(C1C1=CC=C(C=C3CN(C3)C(=O)OC(C)(C)C)C=C1)C=CC(=C2)C(=O)OC